4-bromo-2-hydroxy-nicotinnitrile BrC1=CC=NC(=C1C#N)O